5-hydroxy-3-methyl-1-(naphthalen-2-yl)-N-phenyl-1H-pyrazole-4-carboxamide OC1=C(C(=NN1C1=CC2=CC=CC=C2C=C1)C)C(=O)NC1=CC=CC=C1